4-(((5-(((S)-3-benzyl-6,9-dimethyl-4H,6H-thieno[2,3-e][1,2,4]triazolo[3,4-c][1,4]oxazepin-2-yl)ethynyl)pyridin-2-yl)methyl)amino)-2-(2,6-dioxopiperidin-3-yl)isoindoline-1,3-dione C(C1=CC=CC=C1)C1=C(SC=2N3C([C@@H](OCC21)C)=NN=C3C)C#CC=3C=CC(=NC3)CNC3=C2C(N(C(C2=CC=C3)=O)C3C(NC(CC3)=O)=O)=O